N-isobutyl-5-methyl-1,1-dioxo-1,2-benzothiazol-3-amine C(C(C)C)NC1=NS(C2=C1C=C(C=C2)C)(=O)=O